(3S,4S,5R)-1-(((S)-1-(benzo[d]thiazol-4-yl)pyrrolidin-3-yl)methyl)piperidine-3,4,5-triol S1C=NC2=C1C=CC=C2N2C[C@@H](CC2)CN2C[C@@H](C([C@@H](C2)O)O)O